NC1=C(SC2=NC(=CC=C21)C)C(=O)N[C@H]2COC1=CC(=CC=C1C2)N2C[C@H](NCC2)C 3-amino-6-methyl-N-((R)-7-((R)-3-methylpiperazin-1-yl)chroman-3-yl)thieno[2,3-b]pyridine-2-carboxamide